Tert-butyl 6-(3-(2,2-dimethyl-3-(morpholinomethyl)pyrrolidin-1-yl)-5-methyl-1H-pyrazol-1-yl)-2-azaspiro[3.3]heptane-2-carboxylate CC1(N(CCC1CN1CCOCC1)C1=NN(C(=C1)C)C1CC2(CN(C2)C(=O)OC(C)(C)C)C1)C